rac-N-[5-chloro-6-(5-fluoro-2-methylphenyl)pyridin-2-yl]-6-{[(3R,4R)-3-hydroxyoxacyclohexan-4-yl]amino}pyridine-2-sulfonamide ClC=1C=CC(=NC1C1=C(C=CC(=C1)F)C)NS(=O)(=O)C1=NC(=CC=C1)N[C@H]1[C@H](COCC1)O |r|